C1(CCC1)S(=O)(=N)C1=CC=C(C=C1)NC1=NC=C2C=CN=C(C2=C1)C#CC1=CC=C2C(C(NC2=C1)=O)(CC)CC 6-((7-((4-(cyclobutanesulfonimidoyl)phenyl)amino)-2,6-naphthyridin-1-yl)ethynyl)-3,3-diethylindolin-2-one